FC=1C=CC2=C(N=C(O2)NC=2OC3=C(N2)C=C(C(=C3)OC)C(=O)O)C1 2-(5-fluoro-1,3-benzoxazol-2-ylamino)-6-methoxy-1,3-benzoxazole-5-carboxylic acid